(4aR,8aS)-6-(3-(4-(3-Methoxyazetidin-1-yl)phenyl)azetidin-1-carbonyl)hexahydro-2H-pyrido[4,3-b][1,4]oxazin-3(4H)-on COC1CN(C1)C1=CC=C(C=C1)C1CN(C1)C(=O)N1C[C@@H]2[C@@H](OCC(N2)=O)CC1